CN(C1=CC(=C(C=C1)OC)NC([C@@H](NCCC)CC(C)C)=O)C1=CC(OC2=CC=CC=C12)=O 4-(N-methyl-N-(3-(N-propyl-L-leucinylamino)-4-methoxyphenyl)-amino)coumarin